1-(3-bromo-phenyl)cyclopropane-1-carboxylic acid BrC=1C=C(C=CC1)C1(CC1)C(=O)O